NC1=C(CC2=CN(C3=CC(=CC=C23)C#N)C)C=CC=C1 3-(2-aminobenzyl)-1-methyl-1H-indole-6-carbonitrile